2-((2S)-1-acryloyl-4-(7-hydroxy-2'-(((S)-1-methylpyrrolidin-2-yl)methoxy)-3,4,5',8'-tetrahydro-2H,6'H-spiro[naphthalene-1,7'-quinazolin]-4'-yl)piperazin-2-yl)acetonitrile C(C=C)(=O)N1[C@H](CN(CC1)C1=NC(=NC=2CC3(CCC12)CCCC1=CC=C(C=C13)O)OC[C@H]1N(CCC1)C)CC#N